selenophosphorus oxychloride P(=[Se])(Cl)(Cl)Cl